FC1(CC(CC2(CC2)C1)C=O)F 7,7-Difluorospiro[2.5]octane-5-carbaldehyde